C(C)C1=C(C=C(C=C1)C(C(CC(=O)OC(C)(C)C)=O)(C)C)I tert-butyl 4-(4-ethyl-3-iodo-phenyl)-4-methyl-3-oxo-pentanoate